8-isopropoxy-N-(1-methyl-1H-pyrazol-3-yl)-2-((1S,4R)-1-methyl-2-oxabicyclo[2.2.1]hept-4-yl)imidazo[1,2-a]pyrazine-6-carboxamide C(C)(C)OC=1C=2N(C=C(N1)C(=O)NC1=NN(C=C1)C)C=C(N2)[C@@]21CO[C@@](CC2)(C1)C